Tert-butyl-7-((4-methoxybenzyl) amino)-3-methyl-2-(2-methyl-4-nitrophenyl)-1H-pyrrolo[2,3-c]pyridine-1-carboxylate C(C)(C)(C)OC(=O)N1C(=C(C=2C1=C(N=CC2)NCC2=CC=C(C=C2)OC)C)C2=C(C=C(C=C2)[N+](=O)[O-])C